2-((1r,4r)-4-(2-(4-hydroxypiperidine-1-carbonyl)imidazo[4,5-d]pyrrolo[2,3-b]pyridin-1(6H)-yl)cyclohexyl)acetonitrile OC1CCN(CC1)C(=O)C1=NC=2C(=C3C(=NC2)NC=C3)N1C1CCC(CC1)CC#N